diethylene glycol diacrylate C(C=C)(=O)OCCOCCOC(C=C)=O